dimethyl dodecanedioate (dimethyl dodecanedioate) CC(C(=O)O)(CCCCCCCCCC(=O)O)C.C(CCCCCCCCCCC(=O)OC)(=O)OC